((2-(2,6-dioxopiperidin-3-yl)-1-oxoisoindolin-4-yl)oxy)heptanoic acid O=C1NC(CCC1N1C(C2=CC=CC(=C2C1)OC(C(=O)O)CCCCC)=O)=O